ClC1=CC=C2C(=NC(=NC2=C1)C=1C=CC(=NC1)N1C(COCC1)C)C 5-(7-chloro-4-Methylquinazolin-2-yl)pyridin-2-yl-3-methylmorpholine